3-[2-(dimethylamino)ethyl]indole-1-carboxylic acid tert-butyl ester C(C)(C)(C)OC(=O)N1C=C(C2=CC=CC=C12)CCN(C)C